4-((2,5-dimethylphenyl)sulfonamido)-N-(2-fluorophenyl)benzamide CC1=C(C=C(C=C1)C)S(=O)(=O)NC1=CC=C(C(=O)NC2=C(C=CC=C2)F)C=C1